FC1=C(C=CC(=C1)F)N[C@@H](CC=1C=C(C=CC1)O)C (R)-3-(2-((2,4-difluorophenyl)amino)propyl)phenol